8-amino-N-[4-(cyclobutylcarbamoyl)phenyl]-4,4-dimethyl-4,5-dihydro-1H-pyrazolo[4,3-H]quinazoline-3-carboxamide NC1=NC=2C3=C(C(CC2C=N1)(C)C)C(=NN3)C(=O)NC3=CC=C(C=C3)C(NC3CCC3)=O